ClC=1C=C(N(CCOC)CC=2SC(=CN2)C=2OC(=NN2)C(F)F)C=CC1 3-chloro-N-({5-[5-(difluoromethyl)-1,3,4-oxadiazol-2-yl]-1,3-thiazol-2-yl}methyl)-N-(2-methoxyethyl)aniline